4,4-Difluoro-2-(4-fluorophenyl)-N-{4-[5-methyl-4-oxo-3-(1,3-thiazol-4-yl)-4,5,6,7-tetrahydro-1H-pyrrolo[3,2-c]pyridin-2-yl]pyridin-2-yl}butanamid FC(CC(C(=O)NC1=NC=CC(=C1)C1=C(C=2C(N(CCC2N1)C)=O)C=1N=CSC1)C1=CC=C(C=C1)F)F